tert-butyl 4-(4-formyl-3-(methoxyformyl)phenyl)piperazine-1-carboxylate C(=O)C1=C(C=C(C=C1)N1CCN(CC1)C(=O)OC(C)(C)C)C(=O)OC